6-(cyclopropanecarboxamido)-4-((2-methoxy-3-(1-((1R,2S)-2-(trifluoromethoxy)cyclopentyl)-1H-pyrazol-4-yl)phenyl)amino)pyridazine-3-carboxamide C1(CC1)C(=O)NC1=CC(=C(N=N1)C(=O)N)NC1=C(C(=CC=C1)C=1C=NN(C1)[C@H]1[C@H](CCC1)OC(F)(F)F)OC